F/C(=C/[C@H](C[C@@H]1C(NCC1)=O)NC(=O)[C@@H]1N(C[C@H]2[C@@H]1CCC2)C(=O)C2(C1=CC=CC=C1C=1C=CC=CC21)O)/S(=O)(=O)C (1R,3aR,6aS)-N-((S,Z)-4-fluoro-4-(methylsulfonyl)-1-((R)-2-oxopyrrolidin-3-yl)but-3-en-2-yl)-2-(9-hydroxy-9H-fluorene-9-carbonyl)octahydrocyclopenta[c]pyrrole-1-carboxamide